NC1=NC=NN2C1=C(C=C2C=2C=CC(=C(C(=O)N[C@@H]1CN(C[C@@H]1F)C(=O)C1=NC=CC=C1)C2)Cl)C(F)(F)F 5-[4-amino-5-(trifluoromethyl)pyrrolo[2,1-f][1,2,4]triazin-7-yl]-2-chloro-N-[(3R,4S)-4-fluoro-1-(pyridine-2-carbonyl)pyrrolidin-3-yl]benzamide